BrCCN1N=C(OCC1=O)C1=C(C=CC=C1)F 4-(2-bromoethyl)-2-(2-fluorophenyl)-4H-1,3,4-oxadiazin-5(6H)-one